1,1-Dimethylethyldiphenylethyl phosphate P(=O)(OCC(C1=CC=CC=C1)(C1=CC=CC=C1)C(C)(C)C)([O-])[O-]